CC([C@@H](C(=O)N1[C@@H]([C@H]2[C@H]3C[C@@H]([C@@H]([C@H]2C1)C3)F)C(=O)O)NC(C(F)(F)F)=O)(C)C (1S,3aS,4R,5S,7R,7aS)-2-((S)-3,3-dimethyl-2-(2,2,2-trifluoroacetamido)butanoyl)-5-fluorooctahydro-1H-4,7-methanoisoindole-1-carboxylic acid